NC1=NC=NN2C1=C(C=C2C=2C=NC(=C(C2)C(NCC[C@H](O)C2=CC=C(C=C2)Cl)=O)OC)C(=O)OCC ethyl (S)-4-amino-7-(5-((3-(4-chlorophenyl)-3-hydroxypropyl)carbamoyl)-6-methoxypyridin-3-yl)pyrrolo[2,1-f][1,2,4]triazine-5-carboxylate